CC1(OOC(CCC(OO1)(C)C)(C)C)CC(=O)OCC 3,6,6,9,9-pentamethyl-3-ethoxycarbonylmethyl-1,2,4,5-tetraoxacyclononane